6-chloro-3,4-dihydro-2,4-dimethyl-3-oxo-N-(3-quinuclidinyl)-2H-benzoxazine-8-carboxamide ClC=1C=C(C2=C(C(C(N(O2)C)=O)C)C1)C(=O)NC1CN2CCC1CC2